cyclopentyl-3-(7-((2S,5R)-2,5-dimethyl-4-(1-(quinoxalin-6-yl)ethyl)piperazin-1-yl)-4-methyl-5-oxo-4,5-dihydro-2H-pyrazolo[4,3-b]pyridin-2-yl)propionitrile C1(CCCC1)C(C#N)CN1N=C2C(N(C(C=C2N2[C@H](CN([C@@H](C2)C)C(C)C=2C=C3N=CC=NC3=CC2)C)=O)C)=C1